3-((3-(2-(4-fluorophenyl)-5-(pyrrolidin-3-yl)pyridin-4-yl)-1H-pyrazol-1-yl)methyl)-N-methylbenzamide FC1=CC=C(C=C1)C1=NC=C(C(=C1)C1=NN(C=C1)CC=1C=C(C(=O)NC)C=CC1)C1CNCC1